3-(((3S)-3-((2-(2,6-Dioxopiperidin-3-yl)-1-oxoisoindolin-5-yl)oxy)pyrrolidin-1-yl)methyl)-N-methylisoquinoline-7-carboxamide O=C1NC(CCC1N1C(C2=CC=C(C=C2C1)O[C@@H]1CN(CC1)CC=1N=CC2=CC(=CC=C2C1)C(=O)NC)=O)=O